C(C)(C)OC1=CC=C(C2=CC=CC=C12)OC(C)C 1,4-di(isopropoxy)naphthalene